8-(6-Bromo-3-ethylsulfanyl-5-fluoro-7,9-dihydrofuro[3,4-f]quinazolin-1-yl)-3-azabicyclo[3.2.1]octane-3,8-dicarboxylic acid BrC=1C2=C(C=3C(=NC(=NC3C1F)SCC)C1(C3CN(CC1CC3)C(=O)O)C(=O)O)COC2